FC1(CN(C1)C=1C=C2C(=CC=NC2=CC1)NC1=NC=C(C(=O)NC2=CC=C(C=C2)NC2=CC(=NC=C2)C)C=C1)F 6-(6-(3,3-Difluoroazetidin-1-yl)quinolin-4-ylamino)-N-(4-(2-methylpyridin-4-ylamino)phenyl)nicotinamide